T-butyl thiazole-4-carboxylate S1C=NC(=C1)C(=O)OC(C)(C)C